P(Br)(Br)Br Phosphorus tribromide